1-oxo-4,5-diazepane O=C1CCNNCC1